(4-ethylphenyl)-2-(4-(hexyloxy)phenyl)diazene C(C)C1=CC=C(C=C1)N=NC1=CC=C(C=C1)OCCCCCC